2,3,4,5-tetrafluoro-N-(3-fluoro-4-methoxyphenyl)-6-(4-hydroxyphenoxy)benzenesulfonamide FC1=C(C(=C(C(=C1F)F)F)OC1=CC=C(C=C1)O)S(=O)(=O)NC1=CC(=C(C=C1)OC)F